C1=C2C3=C4C(C=CC3=NC2=CC=C1)=C1C=CC=CC1=C4 indeno[3,2-C]carbazole